2-((5-chloro-2-((3,4,5-trimethoxyphenyl)amino)pyrimidin-4-yl)amino)-N-methoxybenzamide ClC=1C(=NC(=NC1)NC1=CC(=C(C(=C1)OC)OC)OC)NC1=C(C(=O)NOC)C=CC=C1